chloro-3-((3aR,3bR,4aS,5R,5aS)-2,2-dimethyl-3b-((trityloxy)methyl)hexahydrocyclopropa[3,4]cyclopenta[1,2-d][1,3]dioxol-5-yl)-3H-imidazo[4,5-b]pyridine ClC1=NC=2C(=NC=CC2)N1[C@@H]1[C@@H]2[C@]([C@@H]3[C@H]1OC(O3)(C)C)(C2)COC(C2=CC=CC=C2)(C2=CC=CC=C2)C2=CC=CC=C2